(E)-1-(3-ethyl-4-(hydroxymethyl)phenyl)ethan-1-one O-(4-cyclohexyl-3-(trifluoromethyl)benzyl) oxime C1(CCCCC1)C1=C(C=C(CO\N=C(/C)\C2=CC(=C(C=C2)CO)CC)C=C1)C(F)(F)F